1-(4-(4-(5-(2-chloro-6-(methylthio)phenyl)-4,5-dihydroisoxazol-3-yl)thiazol-2-yl)piperidin-1-yl)-2-(5-methyl-3-(trifluoromethyl)-1H-pyrazol-1-yl)ethan-1-one ClC1=C(C(=CC=C1)SC)C1CC(=NO1)C=1N=C(SC1)C1CCN(CC1)C(CN1N=C(C=C1C)C(F)(F)F)=O